4-chloro-beta-nitrostyrene ClC1=CC=C(C=C[N+](=O)[O-])C=C1